NN1C(=NN=C(C1=O)C(C)(C)C)SCC 4-amino-6-tert-butyl-3-ethylsulfanyl-1,2,4-triazin-5(4H)-one